C(CCCCCCCCC)N(CCCCCCC(C(=O)[O-])(C(=O)[O-])C)CCCCCCO 2-(6-(decyl(6-hydroxyhexyl)amino)hexyl)-2-methylmalonate